C1(CC1)C1=C(CN2C(N(C(C=3C2=CNN3)C)C3CCN(CC3)C3=C(C=CC=C3C)F)=O)C=CC=C1 4-(2-Cyclopropyl-benzyl)-6-[1-(2-fluoro-6-methylphenyl)-piperidin-4-yl]-7-methyl-2,4,6,7-tetrahydro-pyrazolo[4,3-d]pyrimidin-5-one